OC=1C=C2CN(C(C2=CC1)=O)C1CNC(CC1)=O 5-hydroxy-2-(6-oxopiperidin-3-yl)isoindolin-1-one